4-(trifluoromethyl)-1-benzofuran-7-carboxylic acid FC(C1=CC=C(C2=C1C=CO2)C(=O)O)(F)F